COC=1C=C(C=CC1OC)CC(=O)C1=NOC2=C1C(C=1C=CC=CC1C2=O)=O 3-(3,4-dimethoxyphenylacetyl)-naphtho[2,3-d]isoxazole-4,9-dione